C(C)(C)(C)C1=CC2(C(C(=NO2)C2=CC=CC=C2)C2=CC(=CC(=C2)OC)OC)C=C(C1=O)C(C)(C)C 7,9-di-tert-butyl-4-(3,5-dimethoxyphenyl)-3-phenyl-1-oxa-2-azaspiro[4.5]deca-2,6,9-trien-8-one